C(N)[O-] carbamite